(3R,6R)-3-Ethyl-6-(hydroxymethyl)piperazine-2,5-dione C(C)[C@@H]1C(N[C@@H](C(N1)=O)CO)=O